6-(propylthio)-1H-benzimidazole C(CC)SC=1C=CC2=C(NC=N2)C1